C(N)(=N)C=1C=C(SC1)[C@@H](C)NC(=O)[C@H]1N(C[C@](C1)(COC)F)C(CNC(C1=CC=C(C=C1)C(C1=CC=CC=C1)(F)F)=O)=O (2S,4R)-N-((R)-1-(4-carbamimidoylthiophen-2-yl)ethyl)-1-((4-(difluoro(phenyl)methyl)benzoyl)glycyl)-4-fluoro-4-(methoxymethyl)pyrrolidine-2-carboxamide